CS(=O)(=O)O.C(C(C)C)S(=O)(=O)NC=1C=C2C(=CNC2=CC1)C=1CCNCC1 5-(N-isobutanesulfonyl)amino-3-(1,2,3,6-tetrahydropyridin-4-yl)-1H-indole methanesulfonate